ClC1=C(C=CC(=C1)F)CC(=O)NC1=CC(=NC=C1)N(C(C)=O)C1=C(C(=CC=C1)F)F N-{4-[2-(2-chloro-4-fluorophenyl)acetylamino]pyridin-2-yl}-N-(2,3-difluorophenyl)acetamide